FC(C(=O)O)(F)F.FC(C(=O)O)(F)F.O(C1=CC=CC=C1)C1CC(NC1)C(=O)N 4-phenoxypyrrolidine-2-carboxamide bis-trifluoroacetate